C1(CC1)C1=NN2C(N(CCC2)C=2C=NC=3CCN(CC3C2)C2=NC=NC3=CC=C(C=C23)F)=C1 4-(3-(2-cyclopropyl-6,7-dihydropyrazolo[1,5-a]pyrimidin-4(5H)-yl)-7,8-dihydro-1,6-naphthyridin-6(5H)-yl)-6-fluoroquinazoline